COC1=CC=C(C=C1)CN1C(OC(C1)C=O)=O 3-[(4-methoxyphenyl)methyl]-2-oxo-1,3-oxazolidine-5-carbaldehyde